CN1CCN(CC1)C1=C(C#N)C=CC=N1 2-(4-methylpiperazin-1-yl)nicotinonitrile